3-{[2-(methylsulfonyl)hydrazinyl]carbonyl}-1-[2-oxo-2-(thiophen-2-yl)ethyl]pyridinium bromide [Br-].CS(=O)(=O)NNC(=O)C=1C=[N+](C=CC1)CC(C=1SC=CC1)=O